ruthenium potassium phosphate P(=O)([O-])([O-])[O-].[K+].[Ru+3]